6-[(4S)-7-chloro-2,4-dimethyl-8-(trifluoromethyl)-4H-[1,2,4]triazolo[1,5-a][1,4]benzodiazepin-6-yl]-5-fluoropyridin-2-ol ClC1=C(C=CC2=C1C(=N[C@H](C=1N2N=C(N1)C)C)C1=C(C=CC(=N1)O)F)C(F)(F)F